6-(2,4-difluorophenoxy)-2-[3-hydroxy-1-(2-hydroxyethyl)-propylamino]-8-methyl-8H-pyrido[2,3-d]pyrimidin-7-one FC1=C(OC2=CC3=C(N=C(N=C3)NC(CCO)CCO)N(C2=O)C)C=CC(=C1)F